pyrrolo[2,3-d]pyrimidin-2-one N=1C(N=CC=2C1N=CC2)=O